rac-tert-Butyl 4-[5-(acetoxymethyl)-5,6-dihydro-1,4,2-dioxazin-3-yl]-4-methyl-piperidine-1-carboxylate C(C)(=O)OC[C@H]1OC(=NOC1)C1(CCN(CC1)C(=O)OC(C)(C)C)C |r|